tert-butyl (1-(4-bromopyridin-2-yl)-4,5,6,7-tetrahydro-1H-benzo[d][1,2,3]triazol-4-yl)carbamate BrC1=CC(=NC=C1)N1N=NC2=C1CCCC2NC(OC(C)(C)C)=O